ClC1=CC=C(C(=N1)C(=O)O)N[C@H](C)C1=C2N=C(C(=NC2=CC(=C1)C)C#N)N1CC=2C(N(C=CC2CC1)C)=O (R)-6-chloro-3-((1-(2-cyano-7-methyl-3-(7-methyl-8-oxo-3,4,7,8-tetrahydro-2,7-naphthyridin-2(1H)-yl)quinoxalin-5-yl)ethyl)amino)picolinic acid